N[C@]1(CN(C[C@@H]1CCCB(O)O)CC1CCNCC1)C(=O)O (3R,4S)-3-amino-4-(3-boronopropyl)-1-(piperidin-4-ylmethyl)pyrrolidine-3-carboxylic acid